[K].C(C1=CC=CC=C1)N(CCCS(=O)(=O)NC(NC1=C2CCCC2=CC=2CCCC12)=O)C(C)C 3-(Benzyl(isopropyl)amino)-N-((1,2,3,5,6,7-hexahydro-s-indacen-4-yl)carbamoyl)propane-1-sulfonamide, potassium salt